5-((2S,5R)-5-(5-((2,4-dimethoxybenzyl)amino)-7,9-difluoro-[1,2,4]triazolo[1,5-c]quinazolin-2-yl)-2-methylpiperidine-1-carbonyl)picolinonitrile COC1=C(CNC2=NC=3C(=CC(=CC3C=3N2N=C(N3)[C@@H]3CC[C@@H](N(C3)C(=O)C=3C=CC(=NC3)C#N)C)F)F)C=CC(=C1)OC